C(C)(C)(C)OP(=O)(OC(C)(C)C)OCOCCC=1C(=NN(C1NC(CCC1=CC(=C(C(=C1)F)F)F)=O)C(=O)OC(C)(C)C)C1=CN=NC=C1 tert-Butyl 4-(2-(((di-tert-butoxyphosphoryl)oxy)methoxy)ethyl)-3-(pyridazin-4-yl)-5-(3-(3,4,5-trifluorophenyl)propanamido)-1H-pyrazole-1-carboxylate